tert-butyl N-[[4-(benzhydrylideneamino)-5-fluoro-2-pyridyl]methyl]-N-methyl-carbamate C(C1=CC=CC=C1)(C1=CC=CC=C1)=NC1=CC(=NC=C1F)CN(C(OC(C)(C)C)=O)C